O=S1(N=C(C2=C1C=CC=C2)N(\N=C\C2=CC(=C(C=C2)O)OC)CCCOC)=O 4-[(E)-[(1,1-dioxo-1,2-benzothiazol-3-yl)-(3-methoxypropyl)hydrazono]methyl]-2-methoxy-phenol